NC1=C(N=CC(=N1)N1CCC2(C(C3CCCN3C2)N)CC1)SC1=C(C(=NC=C1)N)Cl 1-(6-amino-5-((2-amino-3-chloro-pyridin-4-yl)thio)pyrazin-2-yl)tetra-hydro-1'H,3'H-spiro[piperidine-4,2'-pyrrolizin]-1'-amine